COC1=CC=C(C(=O)NCCC2=CC(=NO2)C(=O)OCC)C=C1 ethyl 5-(2-(4-methoxybenzamido)ethyl)isoxazole-3-carboxylate